1-Undecyl-1-butylpyrrolidinium chlorid [Cl-].C(CCCCCCCCCC)[N+]1(CCCC1)CCCC